FC=1C=C(C=NC1C(F)(F)F)C=N[S@](=O)C(C)(C)C (R)-N-((5-fluoro-6-(trifluoromethyl)pyridin-3-yl)methylene)-2-methylpropan-2-sulfinamide